[N+](=O)([O-])C1=C(C=CC(=C1)[N+](=O)[O-])C 2,4-dinitro-1-methylbenzene